C(C)(C)C1NCCC1O 2-isopropyl-3-pyrrolidinol